CN=S(=O)=O (methylimino) sulphone